Cl.CN(C1=CC=C(C2=CC=C(N(C)C)C=C2)C=C1)C tetramethyl-benzidine-HCl